NC=1C=NN2C1C=CC=C2CCO 2-(3-aminopyrazolo[1,5-a]pyridin-7-yl)ethanol